N-(2-(5-((4-(2-((4-aminobut-2-yn-1-yl)oxy)-6-methylpyrimidin-4-yl)piperazin-1-yl)sulfonyl)-2,3-dihydro-1H-pyrrolo[3,2-b]pyridine-1-carbonyl)phenyl)-N-methylmethanesulfonamide NCC#CCOC1=NC(=CC(=N1)N1CCN(CC1)S(=O)(=O)C1=CC=C2C(=N1)CCN2C(=O)C2=C(C=CC=C2)N(S(=O)(=O)C)C)C